C(C)C(CN(CN1N=CN=C1)CC(CCCC)CC)CCCC N,N-bis(2-ethylhexyl)-1,2,4-triazole-1-methylamine